N-ethyl-4-(1H-pyrazol-1-yl)-6-(2-oxa-5,8-diazaspiro[3.5]nonan-8-yl)-1,3,5-triazin-2-amine C(C)NC1=NC(=NC(=N1)N1N=CC=C1)N1CCNC2(COC2)C1